N-[5-bromo-6-methyl-3-[3-(trifluoromethyl)bicyclo[1.1.1]pentane-1-carbonyl]-2-pyridyl]-2-(1-cyclopropylpyrazol-4-yl)tetrahydropyran-4-carboxamide BrC=1C=C(C(=NC1C)NC(=O)C1CC(OCC1)C=1C=NN(C1)C1CC1)C(=O)C12CC(C1)(C2)C(F)(F)F